ClC=1C=C(OCC(=O)O)C=C(C1CC1=CC(=C(C=C1)O)C1=CC=NC=C1)Cl 2-[3,5-dichloro-4-[[4-hydroxy-3-(4-pyridyl)phenyl]methyl]phenoxy]acetic acid